C(#N)C1=CC(=C(OC2=CC=C(O[C@@H](C(=O)O)C)C=C2)C=C1)F (R)-2-[4-(4-cyano-2-fluorophenoxy)phenoxy]propionic acid